C[C@@H]1N(CC1)C=1N=C(C2=C(N1)CCC2)C=2C=C(C=CC2)CCC(=O)OC methyl 3-[3-[2-[(2S)-2-methylazetidin-1-yl]-6,7-dihydro-5H-cyclopenta[d]pyrimidin-4-yl]phenyl]propanoate